F\C(=C/C=1C=C(C(=O)O)C=CC1C)\C=1C=NC=C(C1)CN1CCN(CC1)CC 3-[(Z)-2-fluoro-2-{5-[(4-ethylpiperazin-1-yl)methyl]pyridin-3-yl}vinyl]-4-methylbenzoic acid